2-(3-(3-(thiophene-2-sulfonylamino)benzoylamino)phenyl)acetic acid S1C(=CC=C1)S(=O)(=O)NC=1C=C(C(=O)NC=2C=C(C=CC2)CC(=O)O)C=CC1